COC(CN1N=CC(=C1)C1=NC=2N3C(N(C(C2N1COCC[Si](C)(C)C)=O)CCC)=NC=C3)=O 2-[4-[4-oxo-5-propyl-3-(2-trimethylsilylethoxymethyl)imidazo[2,1-b]purin-2-yl]pyrazol-1-yl]acetic acid methyl ester